OC1=CC=CC=2C(N([C@H]3C=4N([C@@H](C21)C3)C3=C(N4)C=CC(=C3)B3OC(C(O3)(C)C)(C)C)C([2H])([2H])[2H])=O (7R,14R)-1-hydroxy-6-(methyl-d3)-11-(4,4,5,5-tetramethyl-1,3,2-dioxaborolan-2-yl)-6,7-dihydro-7,14-methanobenzo[f]benzo[4,5]imidazo[1,2-a][1,4]diazocin-5(14H)-one